7-((5-((3R,4R)-3-fluoro-4-hydroxypiperidin-1-yl)pyridin-2-yl)amino)-4-(7-fluoro-imidazo[1,2-a]pyridin-3-yl)isoindolin-1-one F[C@@H]1CN(CC[C@H]1O)C=1C=CC(=NC1)NC=1C=CC(=C2CNC(C12)=O)C1=CN=C2N1C=CC(=C2)F